2-[2-(5-{1-[(6,7-dimethoxy-2-methylquinazolin-4-yl)amino]ethyl}thiophen-2-yl)benzyl]-N-methylglycinamide COC=1C=C2C(=NC(=NC2=CC1OC)C)NC(C)C1=CC=C(S1)C1=C(CC(N)C(=O)NC)C=CC=C1